C(C)(C)(C)OC(=O)N1CCC(CC1)(C#N)CC=1C(=NC=CC1)Br 4-[(2-bromo-3-pyridinyl)methyl]-4-cyano-piperidine-1-carboxylic acid tert-butyl ester